FC=1C=C(C=CC1OC1=CC=NC2=CC(=CN=C12)OC)NC(=O)C=1C=NC(=C(C1O)C1=CC=C(C=C1)F)C N-[3-Fluoro-4-[(7-methoxy-1,5-naphthyridin-4-yl)oxy]phenyl]-5-(4-fluorophenyl)-4-hydroxy-6-methylpyridine-3-carboxamide